C1(CC1)CN1C2=NC=NC(=C2N=C1)OC1=CC=C(C=C1)NC(=S)NC(C1=CC=C(C=C1)C(F)(F)F)=O N-((4-((9-(cyclopropylmethyl)-9H-purin-6-yl)oxy)phenyl)carbamothioyl)-4-(trifluoromethyl)benzamide